Boc-3,3-diphenylalanine C(=O)(OC(C)(C)C)N[C@@H](C(C1=CC=CC=C1)C1=CC=CC=C1)C(=O)O